1,2-bis(aminopropyl)benzene NCCCC1=C(C=CC=C1)CCCN